NC[C@@H](COC1C(N(CC1)C1CCN(CC1)C1=NC=C(C=N1)C(F)(F)F)=O)NC1=C(C(N(N=C1)CC1=CC=C(C=C1)OC)=O)C(F)(F)F 5-(((2S)-1-amino-3-((2-oxo-1-(1-(5-(trifluoromethyl)pyrimidin-2-yl)piperidin-4-yl)pyrrolidin-3-yl)oxy)propan-2-yl)amino)-2-(4-methoxybenzyl)-4-(trifluoromethyl)pyridazin-3(2H)-one